C1=NC2=C3C4=C(NCC5(N13)CC5)C=CC=C4N=C2 8',9'-dihydro-2',4',8',10a'-tetraazaspiro[cyclopropane-1,10'-naphtho[2,1,8-cde]azulene]